[Br-].C(CCC)[N+](CCCC)(CCCC)CCCC Tetrabutylammonium Bromide Salt